trans-propylcyclohexylphenyl-2,3-difluorophenetole C(CC)C1=C(C(=C(C(=C1OCC)F)F)C1=CC=CC=C1)C1CCCCC1